2-ethyl-5-methyl-pyrazol C(C)N1N=C(C=C1)C